methyl-L-2-(2,4-dichlorophenoxy)propionic acid CC(C(=O)O)(C)OC1=C(C=C(C=C1)Cl)Cl